tert-butyl (4-(3-(4-fluorobenzyl)-4-oxo-3,4-dihydrophthalazin-1-yl)benzyl)carbamate FC1=CC=C(CN2N=C(C3=CC=CC=C3C2=O)C2=CC=C(CNC(OC(C)(C)C)=O)C=C2)C=C1